N-(4-cyano-2-(trifluoromethoxy)benzyl)-1-(4-methoxybenzyl)piperidine-4-carboxamide C(#N)C1=CC(=C(CNC(=O)C2CCN(CC2)CC2=CC=C(C=C2)OC)C=C1)OC(F)(F)F